O=C1NC=2C=CC(=NC2C(C1C#N)=O)C#N 6,8-Dioxo-5,6,7,8-tetrahydro-1,5-naphthyridine-2,7-dinitrile